[Na+].C1=C(C=CC2=CC=C(C=C12)S(=O)(=O)[O-])S(=O)(=O)[O-].[Na+] 2,7-naphthalenedisulfonic acid sodium salt